C(C)N1N=CC(=C1)NC(=O)C1=CC=2N(C=C1Cl)N=C(C2CC)C(O)(C2=C(C=CC=C2)F)C2=C(C=CC=C2)F 2-[Bis-(2-fluoro-phenyl)-hydroxy-methyl]-6-chloro-3-ethyl-pyrazolo[1,5-a]pyridine-5-carboxylic acid (1-ethyl-1H-pyrazol-4-yl)-amide